ClC1=NC=CC=C1C(C(F)F)N(C(O)=O)C1=C(N=NN1C)C1=NC(=C(C=C1)NS(=O)(=O)C)C.C(C)N(N=NC1(CC=CC=C1)S(=O)(=O)N)CC 4-(diethylamino)azobenzene-4-sulfonamide 1-(2-chloropyridin-3-yl)-2,2-difluoroethyl-(1-methyl-4-(6-methyl-5-(methylsulfonamido)pyridin-2-yl)-1H-1,2,3-triazol-5-yl)carbamate